2-(1-(((trans-4-((4-(2-Cyclopropyloxazol-4-yl)pyridine-2-yl)((trans-4-(5-methoxy-6-methylpyridin-2-yl)-cyclohexyl)methyl)-carbamoyl)cyclohexyl)oxy)carbonyl)-azetidin-3-yl)acetic acid C1(CC1)C=1OC=C(N1)C1=CC(=NC=C1)N(C(=O)[C@@H]1CC[C@H](CC1)OC(=O)N1CC(C1)CC(=O)O)C[C@@H]1CC[C@H](CC1)C1=NC(=C(C=C1)OC)C